C(=O)C1=CC=C(C=C1)NS(=O)(=O)CC N-(4-formylphenyl)ethanesulfonamide